N1C[C@@H](CC1)C1=CC=CC2=C1OCCN2C2C(NC(CC2)=O)=O 3-(8-((S)-pyrrolidin-3-yl)-2H-benzo[b][1,4]oxazin-4(3H)-yl)piperidine-2,6-dione